(R)-N-(7-(1-(1-propenylpiperidin-3-yl)-4-amino-1H-pyrazolo[3,4-d]pyrimidin-3-yl)benzo[d][1,3]dioxol-4-yl)-2-chlorobenzamide C(=CC)N1C[C@@H](CCC1)N1N=C(C=2C1=NC=NC2N)C2=CC=C(C1=C2OCO1)NC(C1=C(C=CC=C1)Cl)=O